5-((6-cyclopropylimidazo[1,2-a]pyridin-2-yl)methyl)-N-(2-fluoro-3-methoxy-6-(1H-tetrazol-1-yl)benzyl)-1,3,4-oxadiazole-2-carboxamide C1(CC1)C=1C=CC=2N(C1)C=C(N2)CC2=NN=C(O2)C(=O)NCC2=C(C(=CC=C2N2N=NN=C2)OC)F